1-(quinolin-8-ylmethyl)piperidin N1=CC=CC2=CC=CC(=C12)CN1CCCCC1